FC(C=1C=NC(=NC1)N1CCC(CC1)OCC(=O)N)(F)F (1-(5-(trifluoromethyl)pyrimidin-2-yl)piperidin-4-yloxy)acetamide